chloro-(R)-N-(1-(4-chlorophenyl)-2,2,2-trifluoroethyl)-N-methylimidazo[1,2-a]pyrazine-6-sulfonamide ClC=1N=C2N(C=C(N=C2)S(=O)(=O)N(C)[C@@H](C(F)(F)F)C2=CC=C(C=C2)Cl)C1